1-(phenylsulfonyl)-1H-pyrrolo[2,3-b]pyridine-2-carbaldehyde C1(=CC=CC=C1)S(=O)(=O)N1C(=CC=2C1=NC=CC2)C=O